tert-butyl 3-ethyl (3S,4S)-4-methoxytetrahydropyridazine-1,2,3-tricarboxylate CO[C@@H]1[C@H](N(N(CC1)C(=O)OC(C)(C)C)C(=O)[O-])C(=O)OCC